6-(3-phenoxy-phenyl)-naphthalene-2-carboxylic acid methyl ester COC(=O)C1=CC2=CC=C(C=C2C=C1)C1=CC(=CC=C1)OC1=CC=CC=C1